8-(3-Fluorobenzyl)-2-(3-methylbenzyl)-6-phenylimidazo[1,2-a]pyrazin-3(7H)-on FC=1C=C(CC2=C3N(C=C(N2)C2=CC=CC=C2)C(C(=N3)CC3=CC(=CC=C3)C)=O)C=CC1